1-chloro-2-(3-phenylbut-3-en-1-ynyl)benzene ClC1=C(C=CC=C1)C#CC(=C)C1=CC=CC=C1